4-(6-cyano-1-methyl-2-oxo-1,2-dihydro-1,5-naphthyridin-4-yl)-2-((difluoromethoxy)methyl)piperazine-1-carboxylic acid tert-butyl ester C(C)(C)(C)OC(=O)N1C(CN(CC1)C1=CC(N(C2=CC=C(N=C12)C#N)C)=O)COC(F)F